tert-butyl N-[1-[3-(2,4-dioxohexahydropyrimidin-1-yl)imidazo[1,2-a]pyridin-7-yl]-4-piperidyl]-N-methyl-carbamate O=C1N(CCC(N1)=O)C1=CN=C2N1C=CC(=C2)N2CCC(CC2)N(C(OC(C)(C)C)=O)C